4-[5-(4-chlorophenyl)-3-(trifluoromethyl)-1H-pyrazol-1-yl]benzene-sulfonamide ClC1=CC=C(C=C1)C1=CC(=NN1C1=CC=C(C=C1)S(=O)(=O)N)C(F)(F)F